CC1=C(C=C(C=C1)C)C1=CC(=NN1C1=C(C=CC=C1)S(=O)(=O)N)C(F)(F)F [5-(2,5-dimethylphenyl)-3-trifluoromethyl-pyrazol-1-yl]benzenesulfonamide